BrC1=C2CC[C@@H](C2=CC=C1)OC1=CC(=C(C=O)C=C1Cl)O 4-[(1S)-4-bromoindan-1-yl]Oxy-5-chloro-2-hydroxy-benzaldehyde